C(C)(C)(C)OC(=O)N1[C@@]2(CNC[C@@]1([C@H](C2)OC)C)C.CC2=C(NC1=CC=C(C=C21)C2CCN(CC2)CCNC)C=2C=CNC2 4-(3-methyl-5-(1-(2-(methylamino)ethyl)piperidin-4-yl)-1H-indol-2-yl)pyrrole Tert-butyl-(1S,5R,6S)-6-methoxy-1,5-dimethyl-3,8-diazabicyclo[3.2.1]octane-8-carboxylate